2-chloro-6-(1-cyanocyclopropyl)-N-[(1S)-1-[2-(6-cyanopyrimidin-4-yl)-1,2,4-triazol-3-yl]ethyl]pyridine-4-carboxamide ClC1=NC(=CC(=C1)C(=O)N[C@@H](C)C=1N(N=CN1)C1=NC=NC(=C1)C#N)C1(CC1)C#N